FC1(CCN(CC1)C1=NC(=CC(=N1)NC(C1=C(C=C(C=C1)I)N1C[C@@H]2CC[C@H](C1)C21CC1)=O)C)F N-(2-(4,4-difluoropiperidin-1-yl)-6-methylpyrimidin-4-yl)-4-iodo-2-((1R,5S)-3-azaspiro[bicyclo[3.2.1]octane-8,1'-cyclopropan]-3-yl)benzamide